CN([C@@H]1CN(CCC1)C1=C2C=C(N=CC2=CC(=C1)C1=C(C=CC=C1C)F)NC)C 5-[(3S)-3-(dimethylamino)-1-piperidyl]-7-(2-fluoro-6-methyl-phenyl)-N-methyl-isoquinolin-3-amine